Lauroyl-L-carnitine hydrochloride Cl.C(CCCCCCCCCCC)(=O)[C@](O)(C[N+](C)(C)C)CC([O-])=O